diphenyl-propanedione C1(=CC=CC=C1)CC(C(=O)C1=CC=CC=C1)=O